(S)-4-(2-(2-((5-chloro-2-(1H-imidazol-2-yl)phenyl)amino)-2-oxoacetamido)-3-phenylpropionamido)benzoic acid tert-butyl ester C(C)(C)(C)OC(C1=CC=C(C=C1)NC([C@H](CC1=CC=CC=C1)NC(C(=O)NC1=C(C=CC(=C1)Cl)C=1NC=CN1)=O)=O)=O